3-{[(1aS,5aS)-2-(2,4-Difluoro-phenyl)-1a,2,5,5a-tetrahydro-1H-2,3-diaza-cyclopropa[a]pentalene-4-carbonyl]-amino}-3-(R)-pyridin-3-yl-propionic acid FC1=C(C=CC(=C1)F)N1N=C(C=2C[C@H]3[C@@H](C12)C3)C(=O)N[C@H](CC(=O)O)C=3C=NC=CC3